(S)-2-((R)-4,4-difluoro-3-(5-(hydroxymethyl)-6-oxo-1,6-dihydropyridin-3-yl)piperidin-1-yl)-N-((R)-5-(3,5-difluorophenyl)-6,7-dihydro-5H-pyrrolo[1,2-a]imidazol-2-yl)propanamide FC1([C@@H](CN(CC1)[C@H](C(=O)NC=1N=C2N(C1)[C@H](CC2)C2=CC(=CC(=C2)F)F)C)C2=CNC(C(=C2)CO)=O)F